(4-(2-(tert-Butyldimethylsilyloxy)ethyl)-5-(trifluoromethyl)-4H-1,2,4-triazol-3-yl)methanol [Si](C)(C)(C(C)(C)C)OCCN1C(=NN=C1C(F)(F)F)CO